N-(2-((tert-butyldimethylsilyl)oxy)ethyl)-N-(2,3-dichlorophenyl)-5-(prop-1-en-2-yl)-1H-benzo[d]imidazole-2-carboxamide [Si](C)(C)(C(C)(C)C)OCCN(C(=O)C1=NC2=C(N1)C=CC(=C2)C(=C)C)C2=C(C(=CC=C2)Cl)Cl